O=C(CCCC(=O)N)C 5-oxo-hexanamide